C(=O)C1=NNC=2C=CC=C(C12)C#N 3-FORMYL-1H-INDAZOLE-4-CARBONITRILE